Cl.C1(=CC=CC=C1)[C@H]1[C@@H](CNC1)C(=O)NC1CN(C1)C1=CC=C(C=C1)F (3S,4R)-4-phenyl-N-(1-4-fluorophenyl-azetidin-3-yl)pyrrolidine-3-carboxamide hydrochloride